2,6-DICHLOROBENZYLBORONIC ACID ClC1=C(CB(O)O)C(=CC=C1)Cl